FC1=CC(=C(N[C@H]2[C@@H](CN(CC2)C(=O)OC(C)(C)C)C)C=C1)O tert-butyl (3R,4R)-4-(4-fluoro-2-hydroxy-anilino)-3-methyl-piperidine-1-carboxylate